2-(3-(4-((4-amino-6-methylpyrimidin-2-yl)(4-methoxybenzyl)amino)butyl)piperidin-1-yl)-4-iodobenzoic acid NC1=NC(=NC(=C1)C)N(CCCCC1CN(CCC1)C1=C(C(=O)O)C=CC(=C1)I)CC1=CC=C(C=C1)OC